NC1=NN2C(N=CC=C2)=C1C(=O)N[C@@H](C)C=1N(C(C2=C(C=CC=C2C1)N)=O)C1=CC=CC=C1 (S)-2-amino-N-(1-(8-amino-1-oxo-2-phenyl-1,2-dihydroisoquinolin-3-yl)ethyl)pyrazolo[1,5-a]pyrimidine-3-carboxamide